C(C1=CC=CC=C1)C1(C[C@@H]2[C@@H](CN(C2)C[C@H](C2=CC=C(C=C2)O)O)C1)O (3aR,5S,6aS)-5-benzyl-2-((S)-2-hydroxy-2-(4-hydroxyphenyl)ethyl)octa-hydrocyclopenta[c]pyrrol-5-ol